N1C(CC=CC1)C=1C=NC=CC1 1,2,3,6-tetrahydro-2,3'-bipyridine